3-oxoisoindoline-4-carboxylic acid O=C1NCC=2C=CC=C(C12)C(=O)O